((1R,3s,5S)-8-azabicyclo[3.2.1]oct-3-yl)-3-chloro-N-methyl-4-(2-(2-methylquinolin-4-yl)cyclopropyl)benzamide [C@H]12CC(C[C@H](CC1)N2)C2=C(C(=O)NC)C=CC(=C2Cl)C2C(C2)C2=CC(=NC1=CC=CC=C21)C